3-(m-chlorophenyl)-1,4,2-dioxazol-5-one ClC=1C=C(C=CC1)C1=NOC(O1)=O